COC=1C=C(CC2=CC(=CC(=C2)CC2=CC(=C(C=C2)OC)OC)CC2=CC(=C(C=C2)OC)OC)C=CC1OC 1,3,5-tri(3,4-dimethoxybenzyl)benzene